(2R,6S)-N-{2-[(2,6-difluorophenyl)methyl]-2-azaspiro[3.3]heptan-6-yl}-2,6-dimethyl-4-[5-(trifluoromethyl)pyrimidin-2-yl]piperazine-1-carboxamide FC1=C(C(=CC=C1)F)CN1CC2(C1)CC(C2)NC(=O)N2[C@@H](CN(C[C@@H]2C)C2=NC=C(C=N2)C(F)(F)F)C